[N-](S(=O)(=O)C(F)(F)F)S(=O)(=O)C(F)(F)F.C(CCCCC)[P+](CCCCCCCCCCCCCC)(CCCCCC)CCCCCC Trihexyltetradecylphosphonium bis(trifluoromethylsulfonyl)imid